3-Acetyl-5-(hexahydropyridin-1-yl)-2-methyl-7H-thieno[3,2-b]pyran-7-one C(C)(=O)C1=C(SC2=C1OC(=CC2=O)N2CCCCC2)C